CN(C=1C=C2CCC[C@@H](C2=CC1)CNC1=NC=CC(=C1)C(=O)[O-])C1=CC=CC=C1 {[(1S)-6-[methyl(phenyl)amino]-1,2,3,4-tetrahydronaphthalen-1-yl]methyl amino}pyridine-4-carboxylate